C(C1=CC=CC=C1)NC(N(C1=NC=C(N=C1)C=1C=NC(=NC1)OC)[C@@H]1CC[C@H](CC1)NC1=NC=C(C(=N1)C1=NNC=C1C1CC1)C(F)(F)F)=O 3-benzyl-1-(trans-4-((4-(4-cyclopropyl-1H-pyrazol-3-yl)-5-(trifluoromethyl)pyrimidin-2-yl)amino)cyclohexyl)-1-(5-(2-methoxypyrimidin-5-yl)pyrazin-2-yl)urea